CC1(CCCC1)C 3,3-dimethylcyclopentan